BrC1=C(C=CC=C1)C(CO)C 2-(2-bromophenyl)propan-1-ol